C1=CC=CC=2C3=CC=CC=C3C(C12)COC(=O)N[C@H](C(=O)O)CC1=CC=C(C=C1)C1=CC=C(C=C1)OC(C)C (S)-2-((((9H-fluoren-9-yl)methoxy)carbonyl)amino)-3-(4'-isopropoxy-[1,1'-biphenyl]-4-yl)propanoic acid